1-((S)-2-(8-((S)-2,2-dimethyl-3-((methylsulfonyl)methyl)azetidin-1-yl)-3-((2-(4-hydroxy-4-methylpiperidin-1-yl)pyrimidin-4-yl)amino)isoquinolin-5-yl)azepan-1-yl)prop-2-en-1-one CC1(N(C[C@@H]1CS(=O)(=O)C)C=1C=CC(=C2C=C(N=CC12)NC1=NC(=NC=C1)N1CCC(CC1)(C)O)[C@H]1N(CCCCC1)C(C=C)=O)C